1-(6-(3,3-difluorobutyl)-3-(2,3-dihydrobenzofuran-5-yl)pyrazin-2-yl)piperidine-4-carboxylic acid FC(CCC1=CN=C(C(=N1)N1CCC(CC1)C(=O)O)C=1C=CC2=C(CCO2)C1)(C)F